Cl.C12COCC(CC1)N2 3-oxa-8-aza-bicyclo[3.2.1]Octane hydrochloride